BrC=1C=C(N(C2C=CC(=CC2)C=2C=CC=3N(C4=CC=CC=C4C3C2)C2=CC=CC=C2)C2=CC=CC=C2)C=CC1 3-bromo-N-phenyl-N-(4-(9-phenyl-9H-carbazol-3-yl)cyclohexa-2,4-dien-1-yl)aniline